1-(4-morpholino-7-(pyridin-3-ylmethyl)pyrido[3,2-d]pyrimidin-2-yl)-3-m-tolyl-1H-pyrazol-5-ol O1CCN(CC1)C=1C2=C(N=C(N1)N1N=C(C=C1O)C=1C=C(C=CC1)C)C=C(C=N2)CC=2C=NC=CC2